ClC=1C=CC2=C(N=C(S2)C2CC3(CC(C3)C(C(=O)N)C3S(CCC3)(=O)=O)C2)C1 [6-(5-chloro-1,3-benzothiazol-2-yl)spiro[3.3]heptan-2-yl]-2-(1,1-dioxothiolan-2-yl)acetamide